BrC=1C=C2C(=CN1)N(C(=C2)C(=O)N(C)CCCN(C)C)C 5-bromo-N-(3-(dimethylamino)propyl)-N,1-dimethyl-1H-pyrrolo[2,3-c]pyridine-2-carboxamide